O(C)[SiH2]O[SiH2]O[SiH3] methoxyl-trisiloxane